6-{4-[(2R)-2-methyl-5-oxopyrrolidin-1-yl]piperidin-1-yl}-2-azaspiro[3.4]octane-2-carboxylic acid ethyl ester C(C)OC(=O)N1CC2(C1)CC(CC2)N2CCC(CC2)N2[C@@H](CCC2=O)C